n-heptacosanoic acid C(CCCCCCCCCCCCCCCCCCCCCCCCCC)(=O)O